4-Chloro-7-[(3R*)-1-{4-[1-({1-[2-(2,6-dioxopiperidin-3-yl)-1-oxo-2,3-dihydro-1H-isoindol-5-yl]piperidin-4-yl}methyl)piperidin-4-yl]phenyl}piperidin-3-yl]-1H-indole-3-carbonitrile ClC1=C2C(=CNC2=C(C=C1)[C@@H]1CN(CCC1)C1=CC=C(C=C1)C1CCN(CC1)CC1CCN(CC1)C=1C=C2CN(C(C2=CC1)=O)C1C(NC(CC1)=O)=O)C#N |o1:10|